C1=NC2=C(N1[C@H]3[C@@H]([C@@H]([C@H](O3)CO)O)O)NC(=O)NC2=O The molecule is a purine nucleoside in which xanthine is attached to ribofuranose via a beta-N(9)-glycosidic bond. It has a role as a human metabolite, an Escherichia coli metabolite and a mouse metabolite. It is a member of xanthosines and a purines D-ribonucleoside.